(±)-6,8-Dimethylnon-7-enal C[C@H](CCCCC=O)C=C(C)C |r|